The molecule is a potassium salt resulting from the reaction of equimolar amounts of clofencet and potassium hydroxide. It is used as a chemical hybridisation agent for commercial hybrid seed production. It is not approved for use within the European Union. It has a role as a chemical hybridisation agent. It contains a clofencet(1-). CCC1=C(C(=O)C=NN1C2=CC=C(C=C2)Cl)C(=O)[O-].[K+]